N-(5-(4-(4-aminoimidazo[2,1-f][1,2,4]triazin-7-yl)-1H-pyrazol-1-yl)-2-fluoro-4-methylphenyl)-3-cyanobenzamide NC1=NC=NN2C1=NC=C2C=2C=NN(C2)C=2C(=CC(=C(C2)NC(C2=CC(=CC=C2)C#N)=O)F)C